FC(C(=O)O)(F)F.N1CC(C1)OC=1C=NC(=NC1)C=1C(=NOC1C1CC1)C1=NN(C2=NC=NC(=C21)N)C2(CC2)C 3-[4-[5-(azetidin-3-yloxy)pyrimidin-2-yl]-5-cyclopropyl-isoxazol-3-yl]-1-(1-methylcyclopropyl)pyrazolo[3,4-d]pyrimidin-4-amine trifluoroacetate